COC1=CC=C(C=N1)C1=CC(=CS1)C 5-(6-methoxypyridin-3-yl)-3-methylthiophen